C(C)OP(=O)(OCC)OCC Triethylphosphat